C(C)(C)(C)C1=CC=C(C(=N1)C1=CC=C(C=C1)C)C(=O)NS(=O)(=O)C1=CC(=CC=C1)CC 6-tert-Butyl-N-(3-ethylphenyl)sulfonyl-2-(p-tolyl)pyridin-3-carboxamid